CC=1SC2=C(N1)C=CC(=C2)N2C=C(C(C=C2C2=CN=C(S2)N2CCCC2)=O)C(=O)O 1-(2-methylbenzo[d]thiazol-6-yl)-4-oxo-6-(2-(pyrrolidin-1-yl)thiazol-5-yl)-1,4-dihydropyridine-3-carboxylic acid